N1(CCOCC1)CC(COC1C2(CCC(C1)C2(C)C)C)O 1-(4-morpholinyl)-3-[(1,7,7-trimethylbicyclo[2.2.1]hept-2-yl)oxy]-2-propanol